FC=1C=CC(=NC1)NC(CN1C=2N(C(C3=C1C(N(C3)C(C)C)=O)=O)N=C(C2)NC(COC)=O)=O N-[4-{2-[(5-fluoropyridin-2-yl)amino]-2-oxoethyl}-5,8-dioxo-6-(propan-2-yl)-5,6,7,8-tetrahydro-4H-pyrazolo[1,5-a]pyrrolo[3,4-d]pyrimidin-2-yl]-2-methoxyacetamide